C(C)C1=NC=CC(=C1C=1C=C(C(=O)O)C=C(C1)F)C 3-(2-ethyl-4-methylpyridin-3-yl)-5-fluorobenzoic acid